COC=1C=C(C=CC1OC)C=1NC2=CC=C(C=C2C1C(C)C)C1=CC(=CC=C1)N1CCN(CC1)C(C)C 2-(3,4-dimethoxyphenyl)-3-isopropyl-5-(3-(4-isopropylpiperazin-1-yl)phenyl)-1H-indole